Tert-butyl (5-(5-bromobenzo[d]oxazol-2-yl)pentyl)carbamate BrC=1C=CC2=C(N=C(O2)CCCCCNC(OC(C)(C)C)=O)C1